3-bicyclo[1.1.1]pentyl-[(5S,7S)-7-fluoro-5-phenyl-6,7-dihydro-5H-pyrrolo[1,2-b][1,2,4]triazol-2-yl]methanone C12CC(C1)(C2)C(=O)C=2N=C1N(N2)[C@@H](C[C@@H]1F)C1=CC=CC=C1